(S)-4-(7-fluoro-imidazo[1,2-a]pyridin-3-yl)-7-((6-(4-methylpiperazin-1-yl)-5-(tetrahydrofuran-3-yl)pyridin-2-yl)amino)isoindolin-1-one FC1=CC=2N(C=C1)C(=CN2)C2=C1CNC(C1=C(C=C2)NC2=NC(=C(C=C2)[C@H]2COCC2)N2CCN(CC2)C)=O